4-[2-(aminomethyl)pyrrolidin-1-yl]-1-[(4-chlorophenyl)methyl]-2-[3-(trifluoromethoxy)phenoxy]-1H-imidazole-5-carboxylic acid methyl ester COC(=O)C1=C(N=C(N1CC1=CC=C(C=C1)Cl)OC1=CC(=CC=C1)OC(F)(F)F)N1C(CCC1)CN